3-dimethylphosphinyloxy-4-fluorotetrahydrothiophene-1,1-dioxide CP(=O)(OC1CS(CC1F)(=O)=O)C